(5-Bromo-4-methylisoxazol-3-yl)((2S,6R)-2,6-dimethylmorpholino)methanone BrC1=C(C(=NO1)C(=O)N1C[C@@H](O[C@@H](C1)C)C)C